OC1(CC=C(C=C1)O)B([O-])[O-] p-dihydroxyphenylboronate